4-T-butylbromobenzene CC(C)(C)C1=CC=C(C=C1)Br